C(C)(C)C1=C(C(=CC=C1)C(C)C)NC(=O)C=1C(=CC=CC1)C1=CC=CC=C1 N-(2,6-Diisopropylphenyl)biphenyl-2-carboxamide